1-chloro-2,4-dimethoxybenzene ClC1=C(C=C(C=C1)OC)OC